2-methylsulfanylphenothiazine CSC1=CC=2NC3=CC=CC=C3SC2C=C1